C(C1=CC=CC=C1)N1CC2=C(NC=3C(=C(C=C(C23)Br)Cl)F)C(C1)(O)C 2-benzyl-9-bromo-7-chloro-6-fluoro-4-methyl-3,5-dihydro-1H-pyrido[4,3-b]indol-4-ol